ethyl 1-(5-bromopyridin-2-yl)pyrazole-4-carboxylate BrC=1C=CC(=NC1)N1N=CC(=C1)C(=O)OCC